COC1=NC2=CC(=CC(=C2N=C1)C=1SC2=C(N1)C=CC1=C2C[C@H](O1)CNC(OC1COCCC1)=O)C Tetrahydro-2H-pyran-3-yl (((S)-2-(2-methoxy-7-methylquinoxalin-5-yl)-7,8-dihydrobenzofuro[5,4-d]thiazol-7-yl)methyl)carbamate